(S)-quinuclidin-3-yl (5-(3-fluoro-2-methoxyphenyl)-2,2-dimethyl-2,3-dihydro-1H-inden-1-yl)carbamate FC=1C(=C(C=CC1)C=1C=C2CC(C(C2=CC1)NC(O[C@@H]1CN2CCC1CC2)=O)(C)C)OC